methyl 2-[2-(1,2,3,6-tetrahydropyridin-5-yl)phenyl]acetate hydrochloride Cl.N1CCC=C(C1)C1=C(C=CC=C1)CC(=O)OC